COC1=C(C=C2C(CCC2=C1)(C)C)S(=O)(=O)N 6-methoxy-3,3-dimethyl-2,3-dihydro-1H-indene-5-sulfonamide